tert-butyl ((S)-(7-((R*)-(((S)-tert-butylsulfinyl)amino)(cyclopropyl)methyl)imidazo[1,2-b]pyridazin-2-yl)(4,4-difluorocyclohexyl)methyl)carbamate C(C)(C)(C)[S@](=O)N[C@@H](C1=CC=2N(N=C1)C=C(N2)[C@H](C2CCC(CC2)(F)F)NC(OC(C)(C)C)=O)C2CC2 |o1:7|